6-bromo-7-methyl-3H-imidazo[4,5-b]pyridine BrC=1C(=C2C(=NC1)NC=N2)C